C(C)(C)(C)OC(=O)N1CCC(CC1)(O)CC(=O)O 2-(1-tert-butoxycarbonyl-4-hydroxy-4-piperidinyl)acetic acid